BrC1=C(C=C(C=C1)I)COC1CCCC1 1-bromo-2-((cyclopentyloxy)methyl)-4-iodobenzene